1-[6-chloro-3-(trifluoromethoxy)-2-pyridyl]-5-methyl-pyrazole-3-carbonitrile ClC1=CC=C(C(=N1)N1N=C(C=C1C)C#N)OC(F)(F)F